2,2'-iminodibenzoic acid N(C1=C(C(=O)O)C=CC=C1)C1=C(C(=O)O)C=CC=C1